4-(7-(3-fluoro-4-(trifluoromethyl)phenyl)-6-(isoquinolin-6-ylcarbamoyl)-5-methyl-4,7-dihydroPyrazolo[1,5-a]Pyrimidin-2-yl)piperidine-1-carboxylic acid tert-butyl ester C(C)(C)(C)OC(=O)N1CCC(CC1)C1=NN2C(NC(=C(C2C2=CC(=C(C=C2)C(F)(F)F)F)C(NC=2C=C3C=CN=CC3=CC2)=O)C)=C1